C1(CC1)C=1N=CC2=C3C(=CC(=C2C1)S(NCC(C)C)(=O)=O)[C@@H](C[C@H]3NC(=O)C=3C=C1N=CC=NC1=CC3)NC(=O)C=3C=NC=CC3 |r| N-[trans-(7RS,9RS)-3-cyclopropyl-5-(2-methyl-propylsulfamoyl)-7-(pyridine-3-carbonylamino)-8,9-dihydro-7H-cyclopenta[h]isoquinolin-9-yl]quinoxaline-6-carboxamide